2-hydroxy-3-[3-(triethoxysilyl)propoxy]propyl 3-(trihydroxysilyl)propanoate O[Si](CCC(=O)OCC(COCCC[Si](OCC)(OCC)OCC)O)(O)O